(2R)-2-[6-(5-chloro-2-{[(1S,3S)-3-hydroxycyclopentyl]amino}pyrimidin-4-yl)-1-oxo-2,3-dihydro-1H-isoindol-2-yl]-N-[(1S)-2-hydroxy-1-(3-methoxyphenyl)ethyl]propanamide ClC=1C(=NC(=NC1)N[C@@H]1C[C@H](CC1)O)C1=CC=C2CN(C(C2=C1)=O)[C@@H](C(=O)N[C@H](CO)C1=CC(=CC=C1)OC)C